NCCC(C(=O)N)CN(CCN(CCC(NCCN)=O)CCC(=O)NCCN)CCC(=O)NCCN (2-aminoethyl)-3-[[3-(2-aminoethylamino)-3-oxopropyl]-[2-[bis[3-(2-aminoethylamino)-3-oxopropyl]amino]ethyl]amino]propanamide